4-(4-{5-[5-Fluoro-6-(2-methoxyethoxy)-1H-indazol-3-yl]-1,2-oxazol-3-yl}phenyl)morpholin-3-on FC=1C=C2C(=NNC2=CC1OCCOC)C1=CC(=NO1)C1=CC=C(C=C1)N1C(COCC1)=O